3,4,5-trifluorophenyl 4-hydroxybenzoate OC1=CC=C(C(=O)OC2=CC(=C(C(=C2)F)F)F)C=C1